ClC1=CC(=C(C(=C1)OCOCC[Si](C)(C)C)C1=CC=C2C(=N1)N=C(O2)N[C@@H]2C[C@@H](CN(C2)C)O)COC (3S,5R)-5-[[5-[4-chloro-2-(methoxymethyl)-6-(2-trimethylsilylethoxymethoxy)phenyl]oxazolo[4,5-b]pyridin-2-yl]amino]-1-methyl-piperidin-3-ol